1-(4-fluorophenyl)-2,4-dimethyl-6-oxo-N-[4-[(7-prop-1-en-2-yl-1,5-naphthyridin-4-yl)oxy]phenyl]pyrimidine-5-carboxamide FC1=CC=C(C=C1)N1C(=NC(=C(C1=O)C(=O)NC1=CC=C(C=C1)OC1=CC=NC2=CC(=CN=C12)C(=C)C)C)C